FC(C1=NC(=NC=C1)OC1=CC=C(C=C1)C1CN(C1)C=O)(F)F [3-[4-[4-(trifluoromethyl)pyrimidin-2-yl]oxyphenyl]azetidin-1-yl]methanone